(Z)-2-(5-chloro-2-methyl-1-(4-phenethylbenzylidene)-1H-inden-3-yl)acetic acid ClC=1C=C2C(=C(/C(/C2=CC1)=C/C1=CC=C(C=C1)CCC1=CC=CC=C1)C)CC(=O)O